BrC1=C(C=C(C(=C1F)N)C)C1=CC=CC=C1 bromo-3-fluoro-5-methyl-[1,1'-biphenyl]-4-amine